FC(OC1=CC=C(C=C1)C[N+](=O)[O-])(F)F 1-trifluoromethoxy-4-(nitromethyl)benzene